3,5-di-tert-butylphenylboric acid C(C)(C)(C)C=1C=C(C=C(C1)C(C)(C)C)OB(O)O